ClC1=CC=C(C[C@@H]2N(C[C@@H](CC2)S(=O)(=O)C)C2CCC(CC2)C=2OC(=CN2)C)C=C1 2-(4-((2R,5R)-2-(4-chlorobenzyl)-5-(methylsulfonyl)piperidin-1-yl)cyclohexyl)-5-methyloxazole